ClC=1C=2N(C=CC1C#N)C(=C(N2)C(=O)NCCC)[N+](=O)[O-] 8-Chloro-7-cyano-3-nitro-N-propylimidazo[1,2-a]pyridine-2-carboxamide